3-Hydroxy-2-(3-hydroxy-4-methoxyphenylvinyl)-6-(hydroxymethyl)-4H-pyran-4-one OC1=C(OC(=CC1=O)CO)C=CC1=CC(=C(C=C1)OC)O